(1-methylpropylidene)-3-(triethoxysilyl)-1-propaneamine CC(CC)=C(CC[Si](OCC)(OCC)OCC)N